BrC=1C=C(C=CC1C(F)(F)F)[C@H]1[C@H]2C(OC([C@H]2CC=C1)=O)=O |r| rac-(3aR,4R,7aS)-4-(3-bromo-4-(trifluoromethyl)phenyl)-3a,4,7,7a-tetrahydroisobenzofuran-1,3-dione